cyano-ACETAMIDE OXIME C(#N)CC(N)=NO